NCC1(CCC1)C(=O)OCC ethyl 1-(aminomethyl)cyclobutane-1-carboxylate